tert-butyl N-[(1S)-2-(5,6-dimethylpyrido[4,3-b]carbazol-9-yl)oxy-1-methyl-ethyl]-N-ethyl-carbamate CC1=C2C(=CC=3C=4C=C(C=CC4N(C13)C)OC[C@H](C)N(C(OC(C)(C)C)=O)CC)C=NC=C2